C(C)N1N=C(C=2CCC(CC12)(C)C)C1=NC(=NO1)N1CCC2=CC(=CC=C12)C=O 1-(5-(1-ethyl-6,6-dimethyl-4,5,6,7-tetrahydro-1H-indazol-3-yl)-1,2,4-oxadiazol-3-yl)-2,3-dihydroindole-5-carbaldehyde